CN1C(C(CCC1(C)C)C(C1=C(C(=CC(=C1)C(C)(C)C)C(C)(C)C)O)(C(C(=O)[O-])(C(=O)[O-])CCCC)C1C(N(C(CC1)(C)C)C)(C)C)(C)C bis-(1,2,2,6,6-pentamethyl-piperidyl)-2-n-butyl-2-(2-hydroxy-3,5-di-tert-butylbenzyl)malonate